C(CCCCCCCCCCCCCCC)OC([C@H]1N(C[C@@H](C1)O)C(CCCCCCCCCCCCCCC)=O)=O N-palmitoyl-hydroxyproline cetyl ester